4-[3-(2,6-dioxo-3-piperidyl)-1,7-dimethyl-indazol-6-yl]piperazin O=C1NC(CCC1C1=NN(C2=C(C(=CC=C12)N1CCNCC1)C)C)=O